5-(5-(6-(4-methylpiperazin-1-yl)pyridin-3-yl)-1H-pyrrolo[2,3-b]pyridin-3-yl)-N-(1-methylpiperidin-4-yl)pyrazolo[1,5-a]pyridine-3-carboxamide CN1CCN(CC1)C1=CC=C(C=N1)C=1C=C2C(=NC1)NC=C2C2=CC=1N(C=C2)N=CC1C(=O)NC1CCN(CC1)C